ClC=1C(=C(C(=O)O)C=CC1)Cl.CC(CO)C(C)O 2-methyl-1,3-butanediol di-chlorobenzoate